2-(4-amino-1H-pyrazol-3-yl)-N,N-dimethyl-1H-benzo[d]imidazol-5-amine NC=1C(=NNC1)C1=NC2=C(N1)C=CC(=C2)N(C)C